(R)-N-(6-(1H-pyrazol-4-yl)isoquinolin-3-yl)pyrrolidine-2-carboxamide N1N=CC(=C1)C=1C=C2C=C(N=CC2=CC1)NC(=O)[C@@H]1NCCC1